(S)-2-((3-(1-benzyl-2-oxo-1,2-dihydro-3H-imidazo[4,5-b]pyridin-3-yl)pyrrolidin-1-yl)methyl)-1-methyl-1H-imidazole-5-carboxylic acid tert-butyl ester C(C)(C)(C)OC(=O)C1=CN=C(N1C)CN1C[C@H](CC1)N1C(N(C=2C1=NC=CC2)CC2=CC=CC=C2)=O